ClC=1C(=CC(=C(C(=O)NC2=CC(=NC=C2)SC)C1)OC1=C(C=C(C=C1)F)C)C(F)(F)F 5-chloro-2-(4-fluoro-2-methylphenoxy)-N-(2-(methylthio)pyridin-4-yl)-4-(trifluoromethyl)benzamide